COC1=CC=NC2=CC(=C(C=C12)O)C=1N=NC(=CC1)N(C1CC(NC(C1)(C)C)(C)C)C 4-methoxy-7-(6-(methyl(2,2,6,6-tetramethylpiperidin-4-yl)amino)pyridazin-3-yl)quinolin-6-ol